CN(CC[C@H](CSC1=CC=CC=C1)NC1=C(C=C(C=C1)S(=O)(=O)NC(=O)C=1C=C2CCC3N(C2=CC1)CCNC3)[N+](=O)[O-])C N-[[4-[[(1R)-3-(dimethylamino)-1-[(phenylthio)methyl]propyl]amino]-3-nitrophenyl]sulfonyl]-2,3,4,4a,5,6-hexahydro-1H-pyrazino[1,2-a]quinoline-8-carboxamide